NC=1C=C(C=CC1)NC(=O)NC1=CC=C(C=C1)C(F)(F)F 1-(3-aminophenyl)-3-(4-(trifluoromethyl)phenyl)urea